3-azidopropyltris(trimethylsiloxy)silane N(=[N+]=[N-])CCC[Si](O[Si](C)(C)C)(O[Si](C)(C)C)O[Si](C)(C)C